BrCCCSC 1-bromo-3-(methylthio)propane